CC(C)(C)C=1C=C(C=C(C1O)C)CC(C(=O)OC)(C)C 3-(1,1-dimethylethyl)-4-hydroxy-α,α,5-trimethyl-benzenepropanoic acid, methyl ester